benzyl (11S)-11-benzyl-1-(9H-fluoren-9-yl)-20-fluoro-20-methyl-3,6,9,12,15-pentaoxo-2,18-dioxa-4,7,10,13,16-pentaazahenicosan-21-oate C(C1=CC=CC=C1)[C@H](NC(CNC(CNC(OCC1C2=CC=CC=C2C=2C=CC=CC12)=O)=O)=O)C(NCC(NCOCC(C(=O)OCC1=CC=CC=C1)(C)F)=O)=O